ClC=1C=C(COC2=CC=C(CNC([C@H](CC)N(C)C)=O)C=C2)C=CC1Cl (S)-N-(4-((3,4-dichlorobenzyl)oxy)benzyl)-2-(dimethylamino)butanamide